N-[4-(4-hexyloxyphenyl)phenyl]Aniline C(CCCCC)OC1=CC=C(C=C1)C1=CC=C(C=C1)NC1=CC=CC=C1